N[C@@H]1[C@H](CCCC1)N(C(=O)[C@H](CC1=[N+](C=CC=C1)[O-])CC(=O)OC)C 2-((R)-2-(((1S,2S)-2-aminocyclohexyl)(methyl)carbamoyl)-4-methoxy-4-oxobutyl)pyridine 1-oxide